1,8-diazabicyclo[5.4.0]-7-undec-ene N12CCCCCC2=NCCC1